10-HYDROXYPYRAZOLO[5,1-A]ISOQUINOLINE-5-CARBONITRILE OC=1C=CC=C2C=C(N3C(C12)=CC=N3)C#N